C(C1=CC=CC=C1)NC(=O)C=1C=C(C=CC1Cl)NC(=O)C1=C(C(=NN1C)C(C(F)(F)F)(F)F)C(F)(F)F [3-(benzylcarbamoyl)-4-chlorophenyl]-1-methyl-3-(pentafluoroethyl)-4-(trifluoromethyl)-1H-pyrazole-5-carboxamide